ClC=1C(NN=CC1N1CC=2N(CC1)C(=CN2)OC2=C(C=C(C=C2)F)C(F)(F)F)=O 4-chloro-5-(3-(4-fluoro-2-(trifluoromethyl)phenoxy)-5,6-dihydroimidazo[1,2-a]pyrazin-7(8H)-yl)pyridazin-3(2H)-one